isooctyl mercaptoglycolate SC(C(=O)OCCCCCC(C)C)O